(2-hydroxyphenyl)pyridazin OC1=C(C=CC=C1)C=1N=NC=CC1